(7R)-8-cyclopentyl-2-[4-(2,6-diazaspiro[3.3]heptane-2-carbonyl)-2-methoxy-anilino]-7-ethyl-5-methyl-7H-pteridin-6-one C1(CCCC1)N1[C@@H](C(N(C=2C=NC(=NC12)NC1=C(C=C(C=C1)C(=O)N1CC2(C1)CNC2)OC)C)=O)CC